2-(3-(1-(4-chloro-3-fluorophenyl)-3,3-dimethyl-2,3-dihydro-1H-pyrrolo[3,2-b]pyridine-5-carbonyl)-3-azabicyclo[3.1.0]hexan-6-yl)acetic acid ClC1=C(C=C(C=C1)N1CC(C2=NC(=CC=C21)C(=O)N2CC1C(C1C2)CC(=O)O)(C)C)F